2-(2-(cyclopropanesulfonamido)thiazol-4-yl)-2-methyl-N-(2-(trifluoromethyl)-4-(6-(trifluoromethyl)pyrazin-2-yl)phenyl)propanamide C1(CC1)S(=O)(=O)NC=1SC=C(N1)C(C(=O)NC1=C(C=C(C=C1)C1=NC(=CN=C1)C(F)(F)F)C(F)(F)F)(C)C